4-(3-amino-1-(4-(4-(2-hydroxyethyl)piperazin-1-yl)phenyl)-1H-pyrazol-5-yl)-2-fluorobenzonitrile NC1=NN(C(=C1)C1=CC(=C(C#N)C=C1)F)C1=CC=C(C=C1)N1CCN(CC1)CCO